2-amino-5-mercapto-1,2,4-triazole NN1N=C(N=C1)S